NC1=NC=CC(=N1)B(O)O 2-AMINOPYRIMIDIN-4-YLBORONIC ACID